COC=1C=2C(C=C(OC2C=C(C1)O)C1=CC(OC)=C(O)C=C1)=O 5,3'-di-O-methyl-luteolin